N-(5-(3-((4,4-dimethylpentyl)oxy)-1H-pyrazol-1-yl)-4-(2-(trifluoromethyl)phenyl)thiazol-2-yl)benzenesulfonamide CC(CCCOC1=NN(C=C1)C1=C(N=C(S1)NS(=O)(=O)C1=CC=CC=C1)C1=C(C=CC=C1)C(F)(F)F)(C)C